C(C)(=O)NC1=NN(C=C1CN)C(=O)N(C)C 3-acetamido-4-(aminomethyl)-N,N-dimethyl-1H-pyrazole-1-carboxamide